(RS)-3-{4-[2-hydroxy-3-(prop-2-ylamino)propoxy]phenyl}propanoic acid methyl ester COC(CCC1=CC=C(C=C1)OC[C@@H](CNC(C)C)O)=O |r|